N-(3-(benzo[d]oxazol-2-yl)phenyl)2-(benzo[d][1,3]dioxol-5-yl)acetamide butyl(cyclopentylethyl)phosphinat C(CCC)P(O)(=O)CCC1CCCC1.O1C(=NC2=C1C=CC=C2)C=2C=C(C=CC2)NC(CC2=CC1=C(OCO1)C=C2)=O